FC1(CN(CC=C1N1CCN(CC1)C1=C(C=C(C=C1)[N+](=O)[O-])F)C(=O)[O-])F 3,3-difluoro-4-(4-(2-fluoro-4-nitrophenyl) piperazin-1-yl)-3,6-dihydropyridine-1(2H)-carboxylate